Dibutyltin dimethyl-silicate CO[Si](OC)([O-])[O-].C(CCC)[Sn+2]CCCC